distyryl-1,3,5-triazine C(=CC1=CC=CC=C1)C1=NC(=NC=N1)C=CC1=CC=CC=C1